(R)-5-fluoro-2-methoxy-N-(6-(5-(trifluoromethyl)-6,7-dihydro-5H-pyrrolo[2,1-c][1,2,4]triazol-3-yl)pyridin-2-yl)nicotinamide FC=1C=NC(=C(C(=O)NC2=NC(=CC=C2)C=2N3C(=NN2)CC[C@@H]3C(F)(F)F)C1)OC